N1=C(N=CN=C1)CCCCCCCC#N 1,3,5-triazine-2-octanenitrile